ClC1=C(C=CC=C1Cl)N1C2CN(C(C1)CC2)CC=2C=C1C(N(C(C1=CC2)=O)N2C(NC(CC2)=O)=O)=O 5-((5-(2,3-dichlorophenyl)-2,5-diazabicyclo[2.2.2]octan-2-yl)methyl)-2-(2,4-dioxotetrahydropyrimidin-1(2H)-yl)isoindoline-1,3-dione